NCCCCCCNC(=O)C1=C(C=C(C=C1)NC(=O)C=1N(C(=CN1)C=1C(=NC(=C(C1)F)N(C)C)F)C)Cl N-[4-(6-aminohexylcarbamoyl)-3-chloro-phenyl]-5-[6-(dimethylamino)-2,5-difluoro-3-pyridinyl]-1-methyl-imidazole-2-carboxamide